FC(C(=O)O)(F)F.FCCOC1=CC=NC=2CN(CCC12)C(=O)C=1N=C(C2=C(N1)OC(=C2)C)NC2(CC2)C [4-(2-fluoroethoxy)-5,6,7,8-tetrahydro-1,7-naphthyridine-7-carbonyl]-6-methyl-N-(1-methylcyclopropyl)furo[2,3-d]pyrimidin-4-amine trifluoroacetate